phosphinic acid (phosphinate) [PH2](O)=O.[PH2](O)=O